manganese cysteine N[C@@H](CS)C(=O)O.[Mn]